(1S,3'R,4'S,5'S,6'R)-5-Chloro-6-((5-ethyl-4-fluorothiophen-2-yl)methyl)-6'-methyl-3',4',5',6'-tetrahydro-3H-spiro[isobenzofuran-1,2'-pyran]-3',4',5'-triol ClC=1C=C2CO[C@]3(O[C@@H]([C@H]([C@@H]([C@H]3O)O)O)C)C2=CC1CC=1SC(=C(C1)F)CC